(cyclohexyl)hexahydropyrrolo[3,4-c]pyrrole C1(CCCCC1)C1NCC2C1=CNC2